S1C(=CC=C1)S(=O)(=O)N1CC(CCC1)C=O (1-(thiophen-2-ylsulfonyl)piperidin-3-yl)methanone